2-Ethyl 2-(4-aminoindol-1-yl)acetate NC1=C2C=CN(C2=CC=C1)CC(=O)OCC